C(C1=CC=CC=C1)O[C@H]1C(O[C@@H]([C@H]1OCC1=CC=CC=C1)COCC1=CC=CC=C1)O (3R,4R,5R)-3,4-bis(benzyloxy)-5-((benzyloxy)methyl)tetrahydrofuran-2-ol